C(C1=CC=C(C=C1)OC)(=O)OC[C@@H]([C@H]([C@@H]([C@@H](CO)O)O)O)O [(2S,3R,4R,5R)-2,3,4,5,6-pentahydroxyhexyl] anisate